C(C)C1=NC2=C(N1)C=C(C=C2C(=O)NCC2=C(C=CC=C2)C(F)(F)F)NC(=O)C2=C(C=CC=C2)C(F)(F)F 2-Ethyl-N-[2-(trifluoromethyl)benzyl]-6-({[2-(trifluoromethyl)phenyl]carbonyl}amino)-1H-benzoimidazole-4-carboxamide